N-(3-(2-chloropyridin-4-yl)-4-methylphenyl)-5-(trifluoromethyl)pyridazine-3-carboxamide ClC1=NC=CC(=C1)C=1C=C(C=CC1C)NC(=O)C=1N=NC=C(C1)C(F)(F)F